FC=1C=C(C=CC1F)NC(N(C1C=2C3=C(C(NC2CCC1)=O)CCOC3)C)=O 3-(3,4-Difluorophenyl)-1-methyl-1-(5-oxo-3,4,5,6,7,8,9,10-octahydro-1H-pyrano[4,3-c]quinolin-10-yl)urea